N-(2-acetyl-4-nitrophenyl)thiazole-5-carboxamide C(C)(=O)C1=C(C=CC(=C1)[N+](=O)[O-])NC(=O)C1=CN=CS1